[Cu].C(C)NCCNCC diethylethylenediamine copper